C1CC12COC(OC2)CN2N=NC(=C2)NC(C2=C(C=CC(=C2)Br)C)=O N-(1-((5,7-dioxaspiro[2.5]octan-6-yl)methyl)-1H-1,2,3-triazol-4-yl)-5-bromo-2-methylbenzamide